Ethyl (R)-2-((R)-tert-butylsulfinyl)-4-(3-(3-(dimethylamino)prop-1-yn-1-yl)phenyl)-3-(2-hydroxyethyl)-2,3-dihydro-1H-pyrrolo[3,4-c]pyridine-6-carboxylate C(C)(C)(C)[S@@](=O)N1[C@@H](C=2C(=NC(=CC2C1)C(=O)OCC)C1=CC(=CC=C1)C#CCN(C)C)CCO